[Fe].[Ni].[Ti] titanium nickel-iron